Benzenesulfinamide C1(=CC=CC=C1)S(=O)N